C1(CC1)NS(=O)(=O)N1CCN(CC1)S(=O)(=O)N 4-N-Cyclopropylpiperazine-1,4-disulfonamide